BrC1=CC=2NC[C@H]3N(C2C=C1)CCC(C3)F (6aS)-3-bromo-8-fluoro-6,6a,7,8,9,10-hexahydro-5H-pyrido[1,2-a]Quinoxaline